(2R)-4-(3-hydroxy-4-nitrophenyl)-2-methylpiperazine-1-carboxylic acid tert-butyl ester C(C)(C)(C)OC(=O)N1[C@@H](CN(CC1)C1=CC(=C(C=C1)[N+](=O)[O-])O)C